(R)-3-((3-(8-aminopyrimidino[5,4-d]pyrimidin-2-yl)-4-methoxyphenyl)ethynyl)-3-hydroxy-1-methylpyrrolidin-2-one NC1=NC=NC2=C1N=C(N=C2)C=2C=C(C=CC2OC)C#C[C@]2(C(N(CC2)C)=O)O